C(#N)C=1C=C(C=CC1)C=1N=C(SC1C=1C=C2C(=NC=NC2=CC1)C)NC(=O)N1CC(OCC1)C(C)(C)O N-[4-(3-cyanophenyl)-5-(4-methyl-quinazolin-6-yl)thiazol-2-yl]-2-(1-hydroxy-1-methyl-ethyl)morpholine-4-carboxamide